C(=C)C=1C(=NC2=CC=CC=C2C1C1=C2C=NNC2=CC=C1C)N1CC2(CN(C2)C(C=C)=O)CC1 (M)-1-(6-(3-ethenyl-4-(5-methyl-1H-indazol-4-yl)-2-quinolinyl)-2,6-diazaspiro[3.4]octan-2-yl)-2-propen-1-one